FC(CO[2H])(C(C(C(F)F)(F)F)(F)F)F 2,2,3,3,4,4,5,5-Octafluoro-1-pentanol-d